N[C@H]1CN(CCC1)C=1C(=CC(=NC1)C1=C(C=C(C=C1)OC)F)CN1C2=NC=NC(=C2N=C1)N (R)-9-((5-(3-Aminopiperidin-1-yl)-2-(2-fluoro-4-methoxyphenyl)pyridin-4-yl)methyl)-9H-purin-6-amin